CN1CCN(CC1)C1=CC=C(C=C1)NC=1N=CC2=C(N1)N=C(C=C2C#C[Si](C(C)C)(C(C)C)C(C)C)NC(=O)N2CCCC2 N-(2-{[4-(4-methylpiperazin-1-yl)phenyl]amino}-5-[2-(triisopropylsilyl)ethynyl]pyrido[2,3-d]pyrimidin-7-yl)pyrrolidine-1-carboxamide